CCCCCCCCCCCCCCCCCC(=O)O[C@H](CO)COP(=O)([O-])OCC[NH3+] The molecule is a 2-acyl-sn-glycero-3-phosphoethanolamine zwitterion obtained by transfer of a proton from the phosphate to the amino group of 2-octadecanoyl-sn-glycero-3-phosphoethanolamine; major species at pH 7.3. It is a 2-acyl-sn-glycero-3-phosphoethanolamine zwitterion and a lysophosphatidylethanolamine zwitterion 18:0. It is a tautomer of a 2-octadecanoyl-sn-glycero-3-phosphoethanolamine.